(5s,7s)-2-(2-chloroimidazol-1-yl)-7-fluoro-5-phenyl-6,7-dihydro-5H-pyrrolo[1,2-b][1,2,4]triazole ClC=1N(C=CN1)C=1N=C2N(N1)[C@@H](C[C@@H]2F)C2=CC=CC=C2